(5-methyl-1,2,5,6-tetrahydropyridin-3-yl)-1H-pyrrolo[2,3-b]Pyridine-1-carboxylic acid tert-butyl ester C(C)(C)(C)OC(=O)N1C(=CC=2C1=NC=CC2)C=2CNCC(C2)C